7-Amino-3-ethyl-2-methyl-5-((1-(pyridin-2-yl)propan-2-yl)amino)pyrazolo[1,5-a]pyrimidine-6-carbonitrile NC1=C(C(=NC=2N1N=C(C2CC)C)NC(CC2=NC=CC=C2)C)C#N